F[C@H]1C[C@@H](N(C1)C1CCN(CC1)C)C(=O)NC=1C=CC=C2C(=CNC12)C1=NC(=NC=C1C)NC=1C(=NN(C1)C)OC (2R,4S)-4-fluoro-N-(3-(2-((3-meth-oxy-1-methyl-1H-pyrazol-4-yl)amino)-5-methylpyrimidin-4-yl)-1H-indol-7-yl)-1-(1-methylpiperidin-4-yl)pyrrolidine-2-carboxamide